C(C1=CC=CC=C1)N[P@](OC1C2=CC=CC=C2C=2C=CC=CC12)(=O)C1=CC=C(C=C1)F 9H-Fluoren-9-yl (S)-N-benzyl-P-(4-fluorophenyl)phosphonamidate